ClC1=C(C(=C(C=C1OC)OC)Cl)C1CCC=2C(=NNC2C1)C(=O)N 6-(2,6-dichloro-3,5-dimethoxyphenyl)-4,5,6,7-tetrahydro-1H-indazole-3-carboxamide